COC=1C(=CC=2N(N1)N=C(C2)C)NC(=O)N2CCC=1C2=NC=CC1N1CCN(C2(CC2)C1)C(=O)OC(C)(C)C tert-butyl 7-(1-((6-methoxy-2-methylpyrazolo[1,5-b]pyridazin-5-yl)carbamoyl)-2,3-dihydro-1H-pyrrolo[2,3-b]pyridin-4-yl)-4,7-diazaspiro[2.5]octane-4-carboxylate